N1N=CC2=C1NCC(N2)=O pyrazolo-piperazinone